ketopropionate O=C(C(=O)[O-])C